N1CC(C1)NC(=N)C1=CC=C(OCCC(=O)O)C=C1 3-(4-(N-(azetidin-3-yl)carbamimidoyl)phenoxy)propanoic acid